9-[1-[[6-chloro-2-(1-methyl-1,2,4-triazol-3-yl)-3-pyridinyl]amino]ethyl]-3-ethyl-7-methyl-4-tetrahydrofuran-3-yl-pyrazolo[3,4-c]isoquinolin-5-one ClC1=CC=C(C(=N1)C1=NN(C=N1)C)NC(C)C=1C=2C3=C(N(C(C2C=C(C1)C)=O)C1COCC1)N(N=C3)CC